BrC1=C(C=C2N=CC=3N(C(N4C3C2=C1OCC41CCC1)=O)C)F 7-bromo-6-fluoro-2-methyl-2,9-dihydro-1H-spiro[8-oxa-2,4,10a-triazanaphtho[2,1,8-cde]azulene-10,1'-cyclobutane]-1-one